(3-fluorophenyl)-4-phenyl-[2,4'-bithiazole]-2'-amine FC=1C=C(C=CC1)C1=C(N=C(S1)C=1N=C(SC1)N)C1=CC=CC=C1